(S)-2-(3-chloro-5-fluorobenzo[b]thiophene-2-Carboxamido)-3-phenylpropionic acid ClC=1C2=C(SC1C(=O)N[C@H](C(=O)O)CC1=CC=CC=C1)C=CC(=C2)F